BrC=1C=C2C(N=CNC2=C(C1C)[N+](=O)[O-])=O 6-bromo-7-methyl-8-nitroquinazolin-4(1H)-one